CC(C(=O)N)(CCCCCCCCC)C dimethyl-undecanamide